IC1=C(C(=O)NCCOCCO)C=CC=C1 2-[N-(2-iodobenzoyl)aminoethoxyl]ethanol